O[C@H]1C[C@H]2C[C@@H]([C@H]3[C@@H]4CC[C@H]([C@@H](CCC(=O)[O-])C)[C@]4(CC[C@@H]3[C@]2(CC1)C)C)NC(C1=CC=C(C=C1)F)=O 3α-hydroxy-7β-(4-fluorobenzamido)-5β-cholanoate